4-(3-amino-1H-indazol-5-yl)-N-(2-methoxyethyl)-1H-pyrrolo[2,3-b]pyridine-2-carboxamide NC1=NNC2=CC=C(C=C12)C1=C2C(=NC=C1)NC(=C2)C(=O)NCCOC